1-(3-Bromo-1-((2-(trimethylsilyl)ethoxy)methyl)-1H-pyrazol-5-yl)-3-(3,4,5-trifluorobenzyl)piperidin-2-one BrC1=NN(C(=C1)N1C(C(CCC1)CC1=CC(=C(C(=C1)F)F)F)=O)COCC[Si](C)(C)C